2,3-dihydro-1H-pyrido[2,3-b][1,4]oxazine-6-carbonitrile formate C(=O)O.N1C2=C(OCC1)N=C(C=C2)C#N